4-(3-cyano-4-(methoxycarbonyl)phenyl)piperazine-1-carboxylic acid tert-butyl ester C(C)(C)(C)OC(=O)N1CCN(CC1)C1=CC(=C(C=C1)C(=O)OC)C#N